5-{2-acetamidoimidazo[1,2-b]pyridazin-6-yl}-N-[(2-fluoro-5-methoxyphenyl)methyl]-2-methoxypyridine-3-carboxamide C(C)(=O)NC=1N=C2N(N=C(C=C2)C=2C=C(C(=NC2)OC)C(=O)NCC2=C(C=CC(=C2)OC)F)C1